(S)-2-cyclopropyl-5-(4-(4-(difluoromethoxy)pyrazolo[1,5-a]pyridin-2-yl)-1,4,6,7-tetrahydro-5H-imidazo[4,5-c]pyridin-5-yl)-1,3,4-oxadiazole C1(CC1)C=1OC(=NN1)N1[C@@H](C2=C(CC1)NC=N2)C2=NN1C(C(=CC=C1)OC(F)F)=C2